(4aR,8aS)-6-[6-[(5-dimethylphosphoryl-2-pyridyl)methyl]-2-azaspiro[3.3]heptane-2-carbonyl]-4,4a,5,7,8,8a-hexahydropyrido[4,3-b][1,4]oxazin-3-one CP(=O)(C)C=1C=CC(=NC1)CC1CC2(CN(C2)C(=O)N2C[C@@H]3[C@@H](OCC(N3)=O)CC2)C1